1,5-Anhydro-3-({5-chloro-4-[4-fluoro-2-(2-hydroxypropan-2-yl)-1-(propan-2-yl)-1H-benzimidazol-6-yl]pyrimidin-2-yl}amino)-2,3-dideoxy-D-threo-pentitol-Monohydrat O.ClC=1C(=NC(=NC1)N[C@@H]1CCOC[C@H]1O)C=1C=C(C2=C(N(C(=N2)C(C)(C)O)C(C)C)C1)F